2,5-dimethyl-1-(naphthalen-2-yl)-6-oxo-1,6-dihydropyrimidin-4-yl 4-methylbenzene-1-sulfonate CC1=CC=C(C=C1)S(=O)(=O)OC=1N=C(N(C(C1C)=O)C1=CC2=CC=CC=C2C=C1)C